5-methyl-2-((2-phenoxybenzoyl)glycyl)-2-azabicyclo[3.1.0]hexane-3-carboxamide CC12CC(N(C2C1)C(CNC(C1=C(C=CC=C1)OC1=CC=CC=C1)=O)=O)C(=O)N